diphenylmethylium C1(=CC=CC=C1)[CH+]C1=CC=CC=C1